Cl.Cl.ClC1=CC=C2CN=C(NC2=C1)SCC=1N2C(SC1)=NC(C2)(C)C 3-(((7-chloro-1,4-dihydroquinazolin-2-yl)thio)methyl)-6,6-dimethyl-5,6-dihydroimidazo[2,1-b]Thiazole dihydrochloride